(E)-1-(4-(2,2-difluorobenzo[d][1,3]dioxol-5-carbonyl)piperazin-1-yl)-3-(3,4-difluorophenyl)prop-2-en-1-one FC1(OC2=C(O1)C=CC(=C2)C(=O)N2CCN(CC2)C(\C=C\C2=CC(=C(C=C2)F)F)=O)F